ClC1=CC=C(CNC(=O)N2CCN(CC2)C2=CN=C3N2N=CC(=C3)C=3C=NN(C3)C)C=C1 N-(4-chlorobenzyl)-4-(7-(1-methyl-1H-pyrazol-4-yl)imidazo[1,2-b]pyridazin-3-yl)piperazine-1-carboxamide